COC(C(N1C[C@@H](CC1)OCCCCC1=NC=2NCCCC2C=C1)C1=CC=CC=C1)=O 2-phenyl-2-((R)-3-(4-(5,6,7,8-tetrahydro-1,8-naphthyridin-2-yl)butoxy)pyrrolidin-1-yl)acetic acid methyl ester